(2R,3R,4S,5R,6S)-2-(Acetoxymethyl)-6-((2-methoxy-1-phenylethyl)thio)-4-(4-(3,4,5-trifluorophenyl)-1H-1,2,3-triazol-1-yl)tetrahydro-2H-pyran-3,5-diyl diacetate C(C)(=O)O[C@H]1[C@H](O[C@H]([C@@H]([C@H]1N1N=NC(=C1)C1=CC(=C(C(=C1)F)F)F)OC(C)=O)SC(COC)C1=CC=CC=C1)COC(C)=O